O1C=C(C=C1)C=1N=C(C2=C(N1)SC(=C2)C)NCCCC2=CC=C(C=C2)C2=CC=C(C=C2)C(C)(C)O 2-[4'-(3-([2-(furan-3-yl)-6-methylthieno[2,3-d]pyrimidin-4-yl]amino)propyl)-[1,1'-biphenyl]-4-yl]propan-2-ol